ethyl-[3-(dimethylamino)propyl]carbon C(C)[C]CCCN(C)C